1-(4-((5-carboxy-5-methylhexyl)oxy)butyl)cyclopropane C(=O)(O)C(CCCCOCCCCC1CC1)(C)C